N-(3-formyl-4-methyl-2-nitrophenyl)acetamide C(=O)C=1C(=C(C=CC1C)NC(C)=O)[N+](=O)[O-]